OC1=CC=C(C=C1COCOCOCC1=CC(=CC=C1O)C=CCCCC)C=CCCCC (3E)-6-hydroxy-3-hexenylbenzyloxymethyl ether